N-(6-aminohexyl)-N-methyl-1,6-hexanediamine NCCCCCCN(CCCCCCN)C